FC1=C(C=C(C=C1)C1=NC(=C2C(=N1)N(N=C2)C2=CC=C(C=C2)F)NC(=O)C=2SC(=CC2)[N+](=O)[O-])OC N-(6-(4-fluoro-3-methoxyphenyl)-1-(4-fluorophenyl)-1H-pyrazolo[3,4-d]pyrimidin-4-yl)-5-nitrothiophene-2-carboxamide